S-(2-(((perfluorophenoxy) (phenoxy) phosphoryl) oxy) ethyl) 2,2-dimethylthiopropionate CC(C(=O)SCCOP(=O)(OC1=CC=CC=C1)OC1=C(C(=C(C(=C1F)F)F)F)F)(C)C